CC1=C(C=2N(N=C1N1CC=3C=C(C=NC3CC1)C1=CC=NN1C)C(=NN2)C(F)(F)F)C 6-(7,8-dimethyl-3-(trifluoromethyl)-[1,2,4]triazolo[4,3-b]pyridazin-6-yl)-3-(1-methyl-1H-pyrazol-5-yl)-5,6,7,8-tetrahydro-1,6-naphthyridine